FC1(CCC(CC1)N(C(OC(C)(C)C)=O)C1=NC(=NC(=C1)C1COCCC1O)N1N=C(C=C1)C)F tert-butyl (4,4-difluorocyclohexyl)(6-((-)-4-hydroxytetrahydro-2H-pyran-3-yl)-2-(3-methyl-1H-pyrazol-1-yl)pyrimidin-4-yl)carbamate